NC1=NC=NC=2N(C3=C(C=C(C=C3C21)C2=CC=CC=C2)C)CC(=O)N2C1CC1CC2C(=O)NC2=NC(=CC=C2)Br 2-(2-(4-amino-8-methyl-6-phenyl-9H-pyrimido[4,5-b]indol-9-yl)acetyl)-N-(6-bromopyridin-2-yl)-2-azabicyclo[3.1.0]hexane-3-carboxamide